N1CCC(CC1)COC1CCN(CC1)C(=O)[O-] 4-(Piperidin-4-ylmethoxy)piperidine-1-carboxylate